N12CCN(C(CC1)CC2)C(=O)N2N=C(C1=C2COCC1)C1=NC=C(C(=C1)Cl)F (1,4-diazabicyclo[3.2.2]nonan-4-yl)(3-(4-chloro-5-fluoropyridin-2-yl)-4,7-dihydropyrano[3,4-c]pyrazol-1(5H)-yl)meth-anone